NC1=C2C(=NC=N1)N(N=C2C)C(C)C2=C(C(=C(C#N)C(=C2)Cl)C2CN(C2)C(CO)C)OC 4-[1-(4-amino-3-methyl-1H-pyrazolo[3,4-d]pyrimidin-1-yl)ethyl]-6-chloro-2-[1-(2-hydroxy-1-methylethyl)azetidin-3-yl]-3-methoxybenzonitrile